C1(CCCC1)CC(=O)N1CC2=C(CC1)N=C(S2)N2C1CN(CC2CC1)C(C)C 2-cyclopentyl-1-(2-(3-isopropyl-3,8-diazabicyclo[3.2.1]octan-8-yl)-6,7-dihydrothiazolo[5,4-c]pyridin-5(4H)-yl)ethan-1-one